N-[(2S)-1-(4-(tert-butyloxycarbonyl)piperazin-1-yl)-5-[[(1R,2S)-2-(4-fluorophenyl)cyclopropyl]amino]-1-oxopentan-2-yl]-4-(1H-1,2,3-triazol-1-yl)benzamide C(C)(C)(C)OC(=O)N1CCN(CC1)C([C@H](CCCN[C@H]1[C@@H](C1)C1=CC=C(C=C1)F)NC(C1=CC=C(C=C1)N1N=NC=C1)=O)=O